C(C)(C)(C)C1=CC=C(C=C1)N(C1=CC=C(C=C1)B(O)O)C1=CC=C(C=C1)C(C)(C)C (4-(bis(4-(tert-butyl)phenyl)amino)phenyl)boronic acid